C(C)(C)(C)OC(=O)NC1CC(C1)OC1=CC=C(C=C1)C(C)(C)C1=CC=C(OC=2C=NC(=NC2)C(=O)O)C=C1 5-(4-(2-(4-((1r,3r)-3-((tert-butoxycarbonyl)amino)cyclobutyloxy)phenyl)propan-2-yl)phenoxy)pyrimidin-2-carboxylic acid